(3-methylbenzyl)zirconium (0) CC=1C=C(C[Zr-])C=CC1